5-cyanopyrazin C(#N)C=1N=CC=NC1